methyl 2-phenyl-2-{4-[2-({1-[4-(trifluoromethoxy)phenyl]piperidin-4-yl}formamido)ethyl]piperidin-1-yl}acetate C1(=CC=CC=C1)C(C(=O)OC)N1CCC(CC1)CCNC(=O)C1CCN(CC1)C1=CC=C(C=C1)OC(F)(F)F